OCC(=O)NC1=C2C(=NC=C1)N(N=C2CNC(C=C)=O)C2=CC=C(C=C2)OC(F)(F)F N-[[4-[(2-hydroxyacetyl)amino]-1-[4-(trifluoromethoxy)phenyl]pyrazolo[3,4-b]pyridin-3-yl]methyl]prop-2-enamide